FC1(CC12CCN(CC2)C[C@H]2N([C@H](CC2)C)C(CN2C(O[C@]1(C2=O)CCC2=CC(=CC=C21)NC(=O)NC)=O)=O)F 1-((R)-3'-(2-((2S,5S)-2-((1,1-difluoro-6-aza-spiro[2.5]octan-6-yl)methyl)-5-methylpyrrolidin-1-yl)-2-oxoethyl)-2',4'-dioxo-2,3-dihydrospiro[indene-1,5'-oxazolidine]-5-yl)-3-methylurea